N-(1H-Pyrrol-1-yl)butanamide N1(C=CC=C1)NC(CCC)=O